CC1=C(C2=CC=CC=C2C(=C1)OC(=O)OCCCCCCC)OC(=O)OCCCCCCC 2-methyl-1,4-bis(n-heptyloxycarbonyloxy)naphthalene